5-fluoro-2-pyridinepropanoic acid FC=1C=CC(=NC1)CCC(=O)O